N-(3-{[(1RS)-2,2-difluorocyclopropyl]oxy}-4-formylphenyl)-1-(4-fluorophenyl)-3-methyl-1H-pyrazole-4-carboxamide FC1([C@@H](C1)OC=1C=C(C=CC1C=O)NC(=O)C=1C(=NN(C1)C1=CC=C(C=C1)F)C)F |r|